2-((((9H-fluoren-9-yl)methoxy)carbonyl)amino)-2-(3-chloro-5-(trifluoromethoxy)phenyl)acetic acid C1=CC=CC=2C3=CC=CC=C3C(C12)COC(=O)NC(C(=O)O)C1=CC(=CC(=C1)OC(F)(F)F)Cl